C(C(C)C)(=O)C=1C(OC2=CC=CC=C2C1)=O 3-isobutyryl-coumarin